androstendiol sulfate S(=O)(=O)(O)O.C[C@@]12C(=CC[C@H]1[C@@H]1CCC3CC(CC[C@]3(C)[C@H]1CC2)O)O